C(=O)[O-].C(CC)[N+](C)(C)C propyltrimethylammonium formate